CC(CCCC(=O)O)(C)OC.C(C)(=O)OCCC(C)(OC)C 3-methyl-3-methoxybutyl acetate (3-methyl-3-methoxybutyl acetate)